allyl (2-(4-((1,3-bis(nitrooxy)prop-2-yl)oxy)phenyl)-3-oxo-3-(thieno[2,3-c]pyridin-2-ylamino)propyl)carbamate [N+](=O)([O-])OCC(CO[N+](=O)[O-])OC1=CC=C(C=C1)C(CNC(OCC=C)=O)C(NC1=CC=2C(=CN=CC2)S1)=O